P(=O)(OCCNC1=C(C=CC(=C1)CNC(=O)N1CCC2(N(C3=CC=C(C=C3C(C2)=O)F)C)CC1)F)(O)O 2-((2-fluoro-5-((6'-fluoro-1'-methyl-4'-oxo-3',4'-dihydro-1'H-spiro[piperidine-4,2'-quinoline]-1-carboxamido)methyl) phenyl)amino)ethyl dihydrogen phosphate